N-(4-{[6-(5-chloro-2-fluorophenyl)pyridazin-4-yl]amino}pyridin-2-yl)-3-(3-methanesulfonyl-1,3-diazinan-1-yl)propanamide ClC=1C=CC(=C(C1)C1=CC(=CN=N1)NC1=CC(=NC=C1)NC(CCN1CN(CCC1)S(=O)(=O)C)=O)F